CC1=C(C=C(C=C1)C)CC(=O)NC1(CCC2(OC(C(O2)C)C)CC1)C(=O)O 8-{[(2,5-dimethylphenyl)acetyl]amino}-2,3-dimethyl-1,4-dioxaspiro[4.5]decane-8-carboxylic acid